[({1-[5-(difluoromethyl)(1,3,4-thiadiazol-2-yl)]-4-[4-(phenylcarbonyl)piperazinyl]-1H-indazol-6-yl}sulfonyl)amino]cyclopropanecarbonitrile FC(C1=NN=C(S1)N1N=CC2=C(C=C(C=C12)S(=O)(=O)NC1(CC1)C#N)N1CCN(CC1)C(=O)C1=CC=CC=C1)F